C1(CC1)CN1C(=CC2=CC=C(C=C12)C=1C=C2C=CNC2=CC1)C1=NN2C(C=CC(=C2)C(=O)N2C[C@@H](CCC2)N)=C1C (3R)-1-{2-[1'-(Cyclopropylmethyl)-1H,1'H-[5,6'-biindole]-2'-yl]-3-methylpyrazolo[1,5-a]pyridine-6-carbonyl}piperidin-3-amine